C(C)N1N=CC=C1C1=CC=C(C=C1)C1=CN=C(N1)[C@H]1N(C[C@@H](C1)O)C(=O)OC(C)(C)C tert-butyl (2S,4R)-2-(5-(4-(1-ethyl-1H-pyrazol-5-yl)phenyl)-1H-imidazol-2-yl)-4-hydroxypyrrolidine-1-carboxylate